ONC(=O)C1=CC2=C(OCC(N2CC2=CC=C(C=C2)C(F)(F)F)=O)C=C1 N-hydroxy-3-oxo-4-(4-(trifluoromethyl)benzyl)-3,4-dihydro-2H-benzo[b][1,4]oxazine-6-carboxamide